Pantothenyl ethyl ether C(C)OC(CCNC([C@H](O)C(C)(C)CO)=O)=O